1-Benzyloxy-2-methoxy-4-methyl-5-nitro-benzene C(C1=CC=CC=C1)OC1=C(C=C(C(=C1)[N+](=O)[O-])C)OC